(2S)-2-[(4R)-2-oxo-4-propylpyrrolidin-1-yl]butyric acid O=C1N(C[C@@H](C1)CCC)[C@H](C(=O)O)CC